C(C)(=O)C1(C(C2=CC=CC=C2C1)=O)CC 2-acetyl-2-ethyl-indenone